C(C)(C)(C)OC(=O)N1[C@H](CN(CC1)C1=NC(=CC=C1)OCC1=C(C=C(C=C1)C(=O)OC)F)C (S)-4-(6-((2-fluoro-4-(methoxycarbonyl)benzyl)oxy)pyridine-2-yl)-2-methylpiperazine-1-carboxylic acid tert-butyl ester